2-ethoxy-2-methyl-1-dimethylmethoxysilylmethyl-1-aza-2-silacyclopentane C(C)O[Si]1(N(CCC1)C[Si](OC)(C)C)C